2-(1-(cyclopropylmethyl)-1H-indol-2-yl)-7-methoxy-1H-benzo[d]imidazole-5-carboxylic acid methyl ester COC(=O)C1=CC2=C(NC(=N2)C=2N(C3=CC=CC=C3C2)CC2CC2)C(=C1)OC